BrC1=C(N(N=C1)C)C(CC1(C(CCCC1=O)=O)C)=O 2-[2-(4-bromo-2-methyl-pyrazol-3-yl)-2-oxo-ethyl]-2-methyl-cyclohexane-1,3-dione